FCOC1=C(C=CC(=C1)S(=O)(=O)C)NCC#CC=1N(C=2C=CC=C(C2C1)NC1CCC(CC1)N1CCC2(COC2)CC1)CC(F)(F)F 2-(3-{[2-(fluoro-methoxy)-4-methane-sulfonylphenyl]amino}prop-1-yn-1-yl)-N-[(1R,4R)-4-(2-oxa-7-azaspiro[3.5]nonan-7-yl)cyclohexyl]-1-(2,2,2-trifluoroethyl)-1H-indol-4-amine